C1(CC1)C=1C(=NC=CC1)CC1CC12N(CCC(C2)C(=O)N)C(=O)C2=CC(=NN2)C2=CC(=NC=C2F)C ((3-cyclopropylpyridin-2-yl)methyl)-4-(3-(5-fluoro-2-methylpyridin-4-yl)-1H-pyrazole-5-carbonyl)-4-azaspiro[2.5]octane-7-carboxamide